CS(=O)(=O)C=CCNC(=O)N1C(CC2(CC2)CC1)C1=CC=CC=C1 N-(3-(methylsulfonyl)allyl)-5-phenyl-6-azaspiro[2.5]octane-6-carboxamide